C(CCC)OC1=C(C(=C(C(=C1)SC1=CC=CC=C1)C1=C(C(=C(C=C1)OCC)F)F)F)F 1-butoxy-4-(4-ethoxy-2,3-difluoro-phenyl)-2,3-difluoro-5-phenylsulfanylbenzene